ethyl 2-(chloromethyl)-6-oxo-1,6-dihydropyrimidine-5-carboxylate ClCC=1NC(C(=CN1)C(=O)OCC)=O